(3R)-3-methyl-4-(7-(1-(methylsulfonyl)cyclopropyl)-3-(1-(tetrahydro-2H-pyran-2-yl)-3-(trifluoromethyl)-1H-pyrazol-5-yl)pyrazolo[1,5-a]pyrimidin-5-yl)morpholine C[C@H]1N(CCOC1)C1=NC=2N(C(=C1)C1(CC1)S(=O)(=O)C)N=CC2C2=CC(=NN2C2OCCCC2)C(F)(F)F